N-(6-(difluoromethyl)pyridin-2-yl)-7-isopropoxy-2-(1-methyl-2-oxabicyclo[2.2.1]heptan-4-yl)imidazo[1,2-a]pyridine-6-carboxamide FC(C1=CC=CC(=N1)NC(=O)C=1C(=CC=2N(C1)C=C(N2)C21COC(CC2)(C1)C)OC(C)C)F